2-(((2s,4s,6s)-6-((5-(4-(trifluoromethoxy)phenyl)-1,3,4-oxadiazol-2-yl)amino)spiro[3.3]heptan-2-yl)oxy)nicotinamide FC(OC1=CC=C(C=C1)C1=NN=C(O1)NC1CC2(CC(C2)OC2=C(C(=O)N)C=CC=N2)C1)(F)F